C1(=CC=CC2=CC=CC=C12)N1CCN(CC1)C1=CC=C(C#N)C=C1 4-(4-(1-naphthyl)piperazin-1-yl)benzonitrile